ClC1=CC(=C(N=N1)C(=O)OC)NC1=NC=C(C=N1)N1CCOCC1 Methyl 6-chloro-4-((5-morpholinopyrimidin-2-yl)amino)pyridazine-3-carboxylate